tert-butyl ((2S)-4-(cyclopropylamino)-3-hydroxy-4-oxo-1-phenylbutan-2-yl)carbamate C1(CC1)NC(C([C@H](CC1=CC=CC=C1)NC(OC(C)(C)C)=O)O)=O